NN1C(N(C(C=C1C(F)(F)F)=O)C=1C(=CC(=C(C1)SC=1C(=NC=C(C1)F)OCC(=O)OCCOCCOC)Cl)F)=O 2-(2-Methoxyethoxy)ethyl {[3-({5-[3-amino-2,6-dioxo-4-(trifluoromethyl)-3,6-dihydropyrimidin-1(2H)-yl]-2-chloro-4-fluorophenyl}sulfanyl)-5-fluoropyridin-2-yl]oxy}acetate